(2S,4S)-4-azido-1-tert-butoxycarbonyl-pyrrolidine-2-carboxylic acid N(=[N+]=[N-])[C@H]1C[C@H](N(C1)C(=O)OC(C)(C)C)C(=O)O